ClC=1C=C(C=CC1Cl)C1S(CCC(N1C)=O)(=O)=O 2-(3,4-dichlorophenyl)-3-methyl-2,3,5,6-tetrahydro-4H-1,3-thiazin-4-one 1,1-dioxide